CN1CCOB(OCC1)C1=CC=C(C=C1)C 6-methyl-2-p-tolyl-[1,3,6,2]dioxazaborocane